[4-(6-methylbenzofuran-3-yl)piperidin-1-yl]phenylmethanone CC1=CC2=C(C(=CO2)C2CCN(CC2)C(=O)C2=CC=CC=C2)C=C1